ClC1=CC=C(N=N1)CN1C(C(N(C=C1)C1(CC1)C)=O)=O 1-((6-chloropyridazin-3-yl)methyl)-4-(1-methylcyclopropyl)-1,4-dihydropyrazine-2,3-dione